C(=O)ON1C(C(N(CC1)C1=CC(=CC=C1)C1=CN=C2NC=CC(=C21)Cl)=O)C(C)(C)C tert-butyl[4-(3-{4-chloro-7H-pyrrolo[2,3-b]pyridin-3-yl}phenyl)-3-oxopiperazin-1-yl] formate